(E)-2-chloro-4-fluoro-N-(2-methoxy-5-(4-(2-(4-oxopent-2-enoyl)-2,7-diazaspiro[3.5]nonan-7-yl)quinazolin-6-yl)pyridin-3-yl)benzenesulfonamide ClC1=C(C=CC(=C1)F)S(=O)(=O)NC=1C(=NC=C(C1)C=1C=C2C(=NC=NC2=CC1)N1CCC2(CN(C2)C(\C=C\C(C)=O)=O)CC1)OC